Fluorobis(2-methylnaphthalen-1-yl)borane 2-(3,4-dihydroxy-5-oxidophenyl)-3,5-dihydroxy-4-oxochroman-7-olate OC=1C=C(C=C(C1O)[O-])C1OC2=CC(=CC(=C2C(C1O)=O)O)[O-].FB(C1=C(C=CC2=CC=CC=C12)C)C1=C(C=CC2=CC=CC=C12)C